C(CCCCCC(C)C)(=O)OC(C)(C)CC tert-amyl isononanoate